(E)-2-bromo-5,6-difluoro-3-methylbenzaldehyde O-methyl oxime CO\N=C\C1=C(C(=CC(=C1F)F)C)Br